FC1(CCN(CC1)C1=C(C=CC(=N1)NC(C1=C(C=C(C=C1)I)N1C[C@@H]2CC[C@H](C1)C21CC1)=O)OC)F N-(6-(4,4-difluoropiperidin-1-yl)-5-methoxypyridin-2-yl)-4-iodo-2-((1R,5S)-3-azaspiro[bicyclo[3.2.1]octane-8,1'-cyclopropan]-3-yl)benzamide